3-bromo-5-[(pyridin-2-yl)amino]-1-{[2-(trimethylsilyl)ethoxy]methyl}-1H-pyrazole-4-carboxamide BrC1=NN(C(=C1C(=O)N)NC1=NC=CC=C1)COCC[Si](C)(C)C